C12C(CC(CC1)C2)C(C(S(=O)(=O)[O-])(F)F)(F)F.C(CCC)OC2=CC=C(C1=CC=CC=C21)[S+]2CCCC2 1-(4-n-butoxynaphthalen-1-yl)tetrahydrothiophenium 2-(bicyclo[2.2.1]heptan-2-yl)-1,1,2,2-tetrafluoroethanesulfonate